8-fluoro-6-((S)-2-((3aS,4S,5S,6aR)-5-(2-fluorophenoxy)-3a,4-dihydroxyhexahydrocyclopenta[c]pyrrol-2(1H)-yl)-1-hydroxyethyl)-3,4-dihydroquinolin-2(1H)-one FC=1C=C(C=C2CCC(NC12)=O)[C@@H](CN1C[C@@H]2[C@](C1)([C@H]([C@H](C2)OC2=C(C=CC=C2)F)O)O)O